C(N)(=N)C=1C=C(SC1)[C@@H](C)NC(=O)[C@H]1N(C[C@](C1)(CF)F)C(CNC(=O)C1=CC2=C(OC3=C2C=CC=C3)C=C1)=O (2S,4R)-N-((R)-1-(4-carbamimidoylthiophen-2-yl)ethyl)-1-((dibenzo[b,d]furan-2-carbonyl)glycyl)-4-fluoro-4-(fluoromethyl)pyrrolidine-2-carboxamide